N=1NN=NC1C1=C(C(=O)O)C=C(C(=C1)C(=O)O)C=1N=NNN1 2,5-bis(2H-tetrazole-5-yl)terephthalic acid